COC(N[C@@H]1CN(CC1)C(=O)C=1SC(=NN1)C=1C=NC(=CC1NC(C)C)C1=CC=C2N1N=CC(=C2)C#N)=O (S)-(1-(5-(6-(3-cyanopyrrolo[1,2-b]pyridazin-7-yl)-4-(isopropylamino)pyridin-3-yl)-1,3,4-thiadiazole-2-carbonyl)pyrrolidin-3-yl)carbamic acid methyl ester